((2-(o-tolyl)indol-3-yl)methyl)isoindoline-1,3-dione C1(=C(C=CC=C1)C=1NC2=CC=CC=C2C1CN1C(C2=CC=CC=C2C1=O)=O)C